(2S,6R)-tert-butyl 2-(hydroxymethyl)-6-(difluoromethoxy)-1,4-oxazepane-4-carboxylate OC[C@H]1OC[C@@H](CN(C1)C(=O)OC(C)(C)C)OC(F)F